C(C(C)C)C(C(=O)O)(C)C isobutyl-isobutyric acid